C(C)(=O)O.C(C)(=O)O.C(C)(=O)O.C(CCCCCCCCCCC)(=O)NCCN N-lauroyl ethylenediamine triacetate